ethyl 2-(2-(2-(4-((tert-butoxycarbonyl)amino)piperidin-1-yl)thiazole-4-carboxamido)acrylamido)acrylate C(C)(C)(C)OC(=O)NC1CCN(CC1)C=1SC=C(N1)C(=O)NC(C(=O)NC(C(=O)OCC)=C)=C